C(C)(=O)O[C@@H]1[C@H](O[C@H]([C@@H]1OC(C)=O)N1N=CC=2C1=NC(=NC2NCC2=CC(=CC=C2)Cl)C#N)COC(C)=O (2R,3R,4R,5R)-2-(Acetoxymethyl)-5-(4-((3-chlorobenzyl)amino)-6-cyano-1H-pyrazolo[3,4-d]pyrimidin-1-yl)tetrahydrofuran-3,4-diyl Diacetate